C1=CC=CC=2C3=CC=CC=C3C(C12)COC(=O)N[C@H](C(=O)O)CCCOC1=C(C=C(C=C1)F)F (S)-2-((((9H-fluoren-9-yl)methoxy)carbonyl)amino)-5-(2,4-difluorophenoxy)pentanoic acid